COC(=O)C1=NN(C(=C1)C(=O)O)CC 1-ethyl-1H-pyrazole-3,5-dicarboxylic acid methyl ester